N=1NC(=CC1)CNC(=O)[C@H]1N2C3=C(C=CC=C3C1)CC[C@@H](C2=O)NC([C@H]([C@H](CC)C)NC(COCCF)=O)=O (2S,5S)-5-{(2S,3S)-2-[2-(2-Fluoro-ethoxy)-acetylamino]-3-methyl-pentanoylamino}-4-oxo-1,2,4,5,6,7-hexahydro-azepino[3,2,1-hi]indole-2-carboxylic acid (2H-pyrazol-3-ylmethyl)-amide